4-((3,5-dimethylisoxazol-4-yl)methoxy)-N-(4-(3-fluorophenyl)thiazol-2-yl)benzamide CC1=NOC(=C1COC1=CC=C(C(=O)NC=2SC=C(N2)C2=CC(=CC=C2)F)C=C1)C